[C@H]12CN(C[C@H](CC1)N2)C2=NC(=NC=1CC3(CCC21)CC2=CC=CC1=CC=CC3=C21)OCC21CCCN1CCC2 4'-((1R,5S)-3,8-diazabicyclo[3.2.1]octan-3-yl)-2'-((tetrahydro-1H-pyrrolizin-7a(5H)-yl)methoxy)-5',8'-dihydro-2H,6'H-spiro[acenaphthylene-1,7'-quinazoline]